N,N-diglycidyl-p-phenoxyaniline C(C1CO1)N(C1=CC=C(C=C1)OC1=CC=CC=C1)CC1CO1